C(C)(=O)C1=C2NC(N(C2=NC(=N1)Cl)CC1=CC=C(C=C1)C=1N(C=C(N1)C(F)(F)F)C)=O 6-acetyl-2-chloro-9-(4-(1-methyl-4-(trifluoromethyl)-1H-imidazol-2-yl)benzyl)-7,9-dihydro-8H-purin-8-one